BrC1=C(N=C(C2=CC=CC=C12)O)C(=O)OC Methyl 4-bromo-1-hydroxyisoquinoline-3-carboxylate